trans-N-[6-(2-fluorophenyl)pyridazin-3-yl]-3-(tetrahydropyran-4-ylmethyl)-3-azabicyclo[3.1.0]hexane-6-amine FC1=C(C=CC=C1)C1=CC=C(N=N1)NC1C2CN(CC12)CC1CCOCC1